chlorodinonylphenol ClC1=C(C(=C(C=C1)O)CCCCCCCCC)CCCCCCCCC